(S)-4-(2-(1-Ethyl-3-(trifluoromethyl)-1H-pyrazol-4-yl)phenyl)-6-(4-morpholinobut-2-ynoyl)-4,5,6,7-tetrahydrothieno[2,3-c]pyridine-2-carbonitrile C(C)N1N=C(C(=C1)C1=C(C=CC=C1)[C@H]1C2=C(CN(C1)C(C#CCN1CCOCC1)=O)SC(=C2)C#N)C(F)(F)F